BrC=1C(=C(OCCCCC2CCN(CC2)C(=O)OC(C)(C)C)C=CC1)C tert-Butyl 4-[4-(3-bromo-2-methyl-phenoxy)butyl]piperidine-1-carboxylate